OC1=C(C=CC(=C1)C(F)(F)F)C1=C2C(=C(N=N1)N[C@H]1C(NCCC1)=O)C=NC=C2 (R)-3-((1-(2-hydroxy-4-(trifluoromethyl)phenyl)pyrido[3,4-d]pyridazin-4-yl)amino)piperidin-2-one